rel-(1R,3R,4S,5R)-4-(3,4-difluoro-2-methoxyphenyl)-5-methyl-1-trifluoromethyl-2-oxabicyclo[3.2.0]heptane-3-carboxylic acid FC=1C(=C(C=CC1F)[C@H]1[C@@H](O[C@@]2(CC[C@]12C)C(F)(F)F)C(=O)O)OC |o1:8,9,11,14|